(4-(5-chloropyridin-2-yl)piperazin-1-yl)(1H-indol-2-yl)methanone tert-butyl-(R)-3-((3,5-difluoro-4-(methoxycarbonyl)benzyl)carbamoyl)morpholine-4-carboxylate C(C)(C)(C)OC(=O)N1[C@H](COCC1)C(NCC1=CC(=C(C(=C1)F)C(=O)OC)F)=O.ClC=1C=CC(=NC1)N1CCN(CC1)C(=O)C=1NC2=CC=CC=C2C1